3-((3-exo)-3-((7-((5-(difluoromethyl)-1H-pyrazol-3-yl)amino)-1,6-naphthyridin-5-yl)amino)-8-azabicyclo[3.2.1]oct-8-yl)propionitrile FC(C1=CC(=NN1)NC1=NC(=C2C=CC=NC2=C1)NC1CC2CCC(C1)N2CCC#N)F